4-(benzo[d]oxazol-2-ylmethoxy)aniline O1C(=NC2=C1C=CC=C2)COC2=CC=C(N)C=C2